NCCN1CCN(CC1)C(CCl)=O (4-(2-aminoethyl)piperazin-1-yl)-2-chloroethan-1-one